CC(CCO)O methylpropan-1,3-diol